CCCCC(CC)C(=O)OOC(=O)C1(C(OO1)CCC)CC peroxy-2-ethylhexanoate